5-(2-((R or S)-3-((S or R)-1-ethoxyethyl)-3-(2-(5-fluorothiophen-2-yl)ethyl)pyrrolidin-1-yl)propan-2-yl)-2-methylpyridine citrate C(CC(O)(C(=O)O)CC(=O)O)(=O)O.C(C)O[C@@H](C)[C@]1(CN(CC1)C(C)(C)C=1C=CC(=NC1)C)CCC=1SC(=CC1)F |o1:16,18|